C(C1=CC=CC=C1)OC1=C(C(=C(C=C1)C=1C(=NN(C1)CCOC)CC)F)F 4-(4-benzyloxy-2,3-difluoro-phenyl)-3-ethyl-1-(2-methoxyethyl)pyrazole